C(C)OC1=C(C=C(C=C1)S(=O)(=O)N1CCN(CC1)C)C1=NN2C(C(N1)=O)=C(C=C2CCC)C (E)-2-(2-Ethoxy-5-((4-methylpiperazin-1-yl)sulfonyl)phenyl)-5-methyl-4-oxo-7-propyl-3,4-dihydropyrrolo[2,1-f][1,2,4]triazin